COC1=CC=C(CN(C=2N=C(C3=C(N2)C=CNC3=O)N[C@H](C)CCC)CC3=CC=C(C=C3)OC)C=C1 (R)-2-(bis(4-methoxybenzyl)amino)-4-(pentan-2-ylamino)pyrido[4,3-d]pyrimidin-5(6H)-one